4-{[N-[(4-methoxyphenyl)sulfonyl]-N-(2-phenyl-ethyl)glycyl]amino}benzamide COC1=CC=C(C=C1)S(=O)(=O)N(CC(=O)NC1=CC=C(C(=O)N)C=C1)CCC1=CC=CC=C1